NC1=NC=CC=C1C1=NC=2C(=NC(=CC2)C2=CC(=CC=C2)N2CCOCC2)N1C1=CC=C(C=C1)CNC(CC1=C(C(=C(C=C1)C=O)O)F)=O N-({4-[2-(2-aminopyridin-3-yl)-5-[3-(morpholin-4-yl)phenyl]imidazo[4,5-b]pyridin-3-yl]phenyl}methyl)-2-(2-fluoro-4-formyl-3-hydroxyphenyl)acetamide